FC1=CC=C(C=C1)CCNC(=N)N 1-(4-fluorophenylethyl)guanidine